CC=1SC(=CN1)C(=C)C1=NNC2=NC(=CN=C21)N2CCC1(CC2)[C@@H](C2=CC=CC=C2C1)N (S)-1'-(3-(1-(2-methylthiazol-5-yl)vinyl)-1H-pyrazolo[3,4-b]pyrazin-6-yl)-1,3-dihydro-spiro[inden-2,4'-piperidin]-1-amine